OC12C[C@H]3N([C@H](CC(C1)C3)C2)C(=O)OC(C)(C)C (1R,3S,5s,7s)-tert-butyl 5-hydroxy-2-azaadamantane-2-carboxylate